C(CCCCC)OCC(CC)OCC(CC)O 1-((1-(hexyloxy)-2-butaneyl)oxy)-2-butanol